5-(5-((1H-pyrazol-4-yl)ethynyl)-3,4-dihydroquinolin-1(2H)-yl)-6-fluoro-1-methyl-[1,2,4]triazolo[4,3-a]quinazoline N1N=CC(=C1)C#CC1=C2CCCN(C2=CC=C1)C1=NC=2N(C3=CC=CC(=C13)F)C(=NN2)C